OC(C(=O)OC1(CCC(CC1)C1=CC=C(C=C1)[N+](=O)[O-])CCO)CCCC 1-(2-hydroxyethyl)-4-(4-nitrophenyl)cyclohexanol HYDROXY-HEXANOATE